(Z)-3-tetradecenoic acid C(C\C=C/CCCCCCCCCC)(=O)O